4-(4-amino-6-(4-methacrylamido-phenyl)-7-methyl-7H-pyrrolo[2,3-d]pyrimidin-5-yl)-N-((3-hydroxycyclobutyl)methyl)benzamide NC=1C2=C(N=CN1)N(C(=C2C2=CC=C(C(=O)NCC1CC(C1)O)C=C2)C2=CC=C(C=C2)NC(C(=C)C)=O)C